1-Methyl-3-(3-methyl-1,2,4-thiadiazol-5-yl)-1H-indazole-6-carboxylic acid methyl ester COC(=O)C1=CC=C2C(=NN(C2=C1)C)C1=NC(=NS1)C